tert-Butyl 5-methyl 6-(2-chloro-3-fluorophenyl)-4-(4-(2-ethoxy-2-oxoethyl)cyclohexyl)-2-(thiazol-2-yl)pyrimidine-1,5(6H)-dicarboxylate ClC1=C(C=CC=C1F)C1C(=C(N=C(N1C(=O)OC(C)(C)C)C=1SC=CN1)C1CCC(CC1)CC(=O)OCC)C(=O)OC